ClC1=CC=C2C(=CNC2=C1)S(=O)(=O)NC1=NC=C(C(=N1)OC)OCC#N 6-chloro-N-[5-(cyanomethoxy)-4-methoxy-pyrimidin-2-yl]-1H-indole-3-sulfonic acid amide